AMYL-VINYL-carbinol C(CCCC)C(O)C=C